BrC1=C(C=C(C(=O)N2CC=3N(C[C@@H]2C)C(N(C3C(=O)N[C@H](C)C3=CC=C(C=C3)OC)C3=CC=C(C=C3)N3N=CC=C3)=O)C=C1)Cl |&1:12| (6SR)-7-(4-bromo-3-chloro-benzoyl)-N-[(1R)-1-(4-methoxyphenyl)ethyl]-6-methyl-3-oxo-2-(4-pyrazol-1-ylphenyl)-6,8-dihydro-5H-imidazo[1,5-a]pyrazine-1-carboxamide